5-(2-((7-chloro-1,2,3,4-tetrahydroisoquinolin-6-yl)amino)-5-(trifluoromethyl)pyrimidin-4-yl)-2-(2-methoxyethoxy)thiophene-3-carboxamide ClC1=C(C=C2CCNCC2=C1)NC1=NC=C(C(=N1)C1=CC(=C(S1)OCCOC)C(=O)N)C(F)(F)F